3-fluoro-5-(1-(4-oxo-5,6,7,8-tetrahydropyrido[4',3':4,5]thieno[2,3-d]pyrimidin-3(4H)-yl)ethyl)benzonitrile FC=1C=C(C#N)C=C(C1)C(C)N1C=NC2=C(C1=O)C1=C(S2)CNCC1